BrCC(=O)C=1C(=C(N(C1C)C1=CC=C(C#N)C=C1)C1=CC=C(C#N)C=C1)C 4,4'-(4-(2-bromoacetyl)-3,5-dimethyl-1H-pyrrole-1,2-diyl)dibenzonitrile